COC1=CC=CC2=C1N(N=N2)CCCC(F)(F)F 7-Methoxy-1-(4,4,4-trifluorobutyl)-1H-benzo[d][1,2,3]triazole